ClC=1C=C(C(=NC1)OC1=CN=C2C(=N1)N(C(=N2)C(=O)NC2(CCS(CC2)(=O)=O)C)C)OCC(F)F 6-((5-Chloro-3-(2,2-difluoroethoxy)pyridin-2-yl)oxy)-1-methyl-N-(4-methyl-1,1-dioxidotetrahydro-2H-thiopyran-4-yl)-1H-imidazo[4,5-b]pyrazine-2-carboxamide